O=C1NC(CCC1NC1=CC=C(C=C1)C1CCN(CC1)C1CCN(CC1)C1=NC=C(C=N1)C=1C=C2C(=NC1)NC=C2C(C2=C(C(=CC=C2F)NS(N(C)CC)(=O)=O)F)=O)=O 4-[4-[(2,6-dioxo-3-piperidyl)amino]phenyl]-N-[1-[5-[3-[3-[[ethyl(methyl)sulfamoyl]amino]-2,6-difluoro-benzoyl]-1H-pyrrolo[2,3-b]pyridin-5-yl]pyrimidin-2-yl]-4-piperidyl]piperidine